8-(2-((1-methyl-1H-pyrazol-4-yl)amino)pyrimidin-4-yl)-2,3,4,5-tetrahydro-1H-benzo[c]azepin-5-ol CN1N=CC(=C1)NC1=NC=CC(=N1)C=1C=CC2=C(CNCCC2O)C1